(2-Ethoxy-4,6-dihydroxy-3-methylphenyl)(4-(methylamino)isoindolin-2-yl)methanone C(C)OC1=C(C(=CC(=C1C)O)O)C(=O)N1CC2=CC=CC(=C2C1)NC